2-[2-(9-(pyridin-2-yl)-6-oxaspiro[4.5]decan-9-yl)ethyl]-7-trifluoromethyl-1,2,3,4-tetrahydroisoquinoline N1=C(C=CC=C1)C1(CCOC2(CCCC2)C1)CCN1CC2=CC(=CC=C2CC1)C(F)(F)F